2,4-dichloro-3-cyanoquinoline ClC1=NC2=CC=CC=C2C(=C1C#N)Cl